4-(4-((1R,5S)-3,8-diazabicyclo[3.2.1]oct-3-yl)-2-((2,3-dihydro-1H-pyrrolo[2,1-a]-isoindol-9b(5H)-yl)methoxy)-8-fluoropyrido[4,3-d]pyrimidin-7-yl)-5-ethynylnaphthalen-2-ol [C@H]12CN(C[C@H](CC1)N2)C=2C1=C(N=C(N2)OCC23N(CC4=CC=CC=C24)CCC3)C(=C(N=C1)C1=CC(=CC3=CC=CC(=C13)C#C)O)F